O1C(=CC(=O)C=2C(O)=CC(O)=CC12)C1=CC(O)=C(OC)C=C1 diOsmetin